[Br-].C(CCCCCCCCC)[N+](C)(C)CCCCCCCCCC Bisdecanyl-dimethyl-ammonium bromide